BrC(CO)C(F)(F)F 2-bromo-3,3,3-trifluoropropan-1-ol